BrC1=CC2=C(C(CO2)O)C(=C1)F 6-Bromo-4-fluoro-2,3-dihydro-1-benzofuran-3-ol